Propanenitrile C(CC)#N